ClCC([C@H](C[C@H]1C(NCC1)=O)NC([C@H](CC(C)C)NC(=O)C=1NC2=CC=CC(=C2C1)F)=O)=O (2S)-N-[(2S)-4-chloro-3-oxo-1-[(3S)-2-oxopyrrolidin-3-yl]butan-2-yl]-2-[(4-fluoro-1H-indol-2-yl)formamido]-4-methylpentanamide